Cl.COC1CC(C1)N 3-methoxycyclobutylamine, hydrochloride